potassium malonate C(CC(=O)[O-])(=O)[O-].[K+].[K+]